C(C1=CC=CC=C1)O[C@]1(C2=NN=C(C3=C(C=C(C(C(C4(CC4)CCC=CC1)=O)=N3)C(F)(F)F)NC(OC(C)(C)C)=O)O2)C(F)(F)F tert-Butyl N-[(6R)-6-benzyloxy-13-oxo-6,15-bis(trifluoromethyl)spiro[19-oxa-3,4,18-triazatricyclo[12.3.1.12,5]nonadeca-1(17),2,4,8,14(18),15-hexaene-12,1'-cyclopropane]-17-yl]carbamate